C(CCC)NC1=C(C=CC=C1)NCCCC dibutylphenylenediamine